2-({2-[(3R)-3-methylmorpholin-4-yl]-8-(1H-pyrazol-5-yl)-1,7-naphthyridin-4-yl}oxy)ethylamine C[C@H]1N(CCOC1)C1=NC2=C(N=CC=C2C(=C1)OCCN)C1=CC=NN1